CS(=O)(=O)C=1C=C(C(=O)N[C@@H](C)C2=NC=NN2C2=NC=C(C=C2)S(=O)(=O)C)C=C(C1)C(F)(F)F 3-(methylsulfonyl)-N-[(1S)-1-{1-[5-(methylsulfonyl)pyridin-2-yl]-1H-1,2,4-triazol-5-yl}ethyl]-5-(trifluoromethyl)benzamide